6,7-DIMETHYL-3-[(METHYL{2-[METHYL({1-[3-(TRIFLUOROMETHYL)PHENYL]-1H-INDOL-3-YL}METHYL)AMINO]ETHYL}AMINO)METHYL]-4H-CHROMEN-4-ONE CC=1C=C2C(C(=COC2=CC1C)CN(CCN(CC1=CN(C2=CC=CC=C12)C1=CC(=CC=C1)C(F)(F)F)C)C)=O